3-(3-(3-hydroxy-3-methylbutyl)phenyl)-2-methylpropionaldehyde OC(CCC=1C=C(C=CC1)CC(C=O)C)(C)C